CC=1SC=C(C1)C=1C=NC=C(C1)O Methyl-4-(5-hydroxypyridin-3-yl)thiophene